O=C(CCC(=O)O)NCCC1=CC=CC=C1 (+)-4-oxo-4-(2-phenylethyl)aminobutyric acid